dimethoxymethyl-methylchlorosilane COC(OC)[SiH](Cl)C